2-[(12aR)-8,10-difluoro-1,2,3,4,12,12a-hexahydro-6H-pyrazino[2,1-C][1,4]benzooxazepin-9-yl]-3-ethylphenol FC=1C(=C(C2=C(CN3[C@@H](CO2)CNCC3)C1)F)C1=C(C=CC=C1CC)O